(4-hydroxyphenyl)-5-(3,4,5-tridecyloxyphenyl)-1,3,4-oxadiazole OC1=CC=C(C=C1)C=1OC(=NN1)C1=CC(=C(C(=C1)OCCCCCCCCCC)OCCCCCCCCCC)OCCCCCCCCCC